6-(2-ethynylbenzo[d]oxazol-6-yl)-7-methyl-5-(4-((4-methylpyrimidin-2-yl)oxy)phenyl)-7H-pyrrolo[2,3-d]pyrimidin-4-amine C(#C)C=1OC2=C(N1)C=CC(=C2)C2=C(C1=C(N=CN=C1N)N2C)C2=CC=C(C=C2)OC2=NC=CC(=N2)C